Cl.FC(OC=1C=CC(=C(C1)O)C1=C(N=C(N=N1)N[C@H]1[C@@H](CCCC1)O)C)F 5-(difluoromethoxy)-2-(3-{[(1R,2R)-2-hydroxycyclohexyl]amino}-5-methyl-1,2,4-triazin-6-yl)phenol monohydrochloride